N-(4-(((6-(Isoindolin-2-ylmethyl)-4-oxo-4H-pyran-3-yl)oxy)methyl)-1-oxido-tetrahydro-2H-1λ6-thiopyran-1-ylidene)acetamide C1N(CC2=CC=CC=C12)CC1=CC(C(=CO1)OCC1CCS(CC1)(=O)=NC(C)=O)=O